(4-bromo-2-pyridinyl)hydrazine BrC1=CC(=NC=C1)NN